FC(C1=NN=C(S1)C1=CN=C2N1C=C(C=C2N2C[C@@H](OC[C@@H]2CC)CO)S(=O)(=O)NC2(COC2)C)F |o1:18,21| rel-3-(5-(difluoromethyl)-1,3,4-thiadiazol-2-yl)-8-((2R,5S)-5-ethyl-2-(hydroxymethyl)morpholino)-N-(3-methyloxetan-3-yl)imidazo[1,2-a]pyridine-6-sulfonamide